C(C=C)(=O)N1[C@H]([C@H](CC1)N(CC1=CC=C(C=C1)OC)S(N(C)C)(=O)=O)COC1CCC(CC1)C1=CC(=CC=C1)OCCC=C (2R,3S)-1-acryloyl-2-(((4-(3-(but-3-en-1-yloxy)phenyl)cyclohexyl)oxy)methyl)-3-((N,N-dimethylsulfamoyl)(4-methoxybenzyl)amino)pyrrolidine